1-bromo-4-methyl-4-[(triethylsilyl)oxy]pentane BrCCCC(C)(O[Si](CC)(CC)CC)C